5-pyrimidinylboric acid N1=CN=CC(=C1)OB(O)O